1-(1H-Benzo[d]imidazol-5-yl)-5-(4-isopropoxyphenyl)imidazolidin-2-on N1C=NC2=C1C=CC(=C2)N2C(NCC2C2=CC=C(C=C2)OC(C)C)=O